4-bromo-2-[3-(3-chloro-5-fluorophenyl)ureido]-N-(3-hydroxy-propyl)benzamide BrC1=CC(=C(C(=O)NCCCO)C=C1)NC(=O)NC1=CC(=CC(=C1)F)Cl